OC1=C(C2=C(N(C1=O)CC1=CN=C(S1)C1=C3C=CC=NC3=CC=C1)C=CS2)C(=O)O 6-hydroxy-5-oxo-4-{[2-(quinolin-5-yl)thiazol-5-yl]methyl}-4,5-dihydrothieno[3,2-b]pyridine-7-carboxylic acid